NC1=NN2C(C=C(C=C2)C=2C=CC(=C(C2)NC(=O)N2OCC[C@H]2C2=CC=CC=C2)C)=C1 (S)-N-(5-(2-aminopyrazolo[1,5-a]pyridin-5-yl)-2-methylphenyl)-3-phenylisoxazolidine-2-carboxamide